(7-fluoro-1,1,3-trioxo-4H-1lambda6,2,4-benzothiadiazin-2-yl)acetic acid FC1=CC2=C(NC(N(S2(=O)=O)CC(=O)O)=O)C=C1